SN1N=CN(C1)C 2-mercapto-4-methyl-4H-1,2,4-triazole